2,3-dihydro-benzofuran-5-carboxylic acid [2-(6-oxa-1-aza-spiro[3.3]hept-1-yl)-benzooxazol-5-yl]-amide N1(CCC12COC2)C=2OC1=C(N2)C=C(C=C1)NC(=O)C=1C=CC2=C(CCO2)C1